N-{[5-chloro-6-(5-methoxy-2-pyrazinyl)-2-indolyl]methyl}-1-oxa-6-aza-6-spiro[3.3]heptanecarboxamide ClC=1C=C2C=C(NC2=CC1C1=NC=C(N=C1)OC)CNC(=O)N1CC2(CCO2)C1